CN1N=NC2=C1C=CC(=C2C)C(C(C(=O)OC)(C)C)C2=CC(=C(C=C2)OC)COCC2=CC=C(C=C2)OC methyl 3-(1,4-dimethyl-1H-benzo[d][1,2,3]triazol-5-yl)-3-(4-methoxy-3-(((4-methoxybenzyl) oxy) methyl) phenyl)-2,2-dimethylpropionate